O1CC(C1)COC=1C=C(C=CC1OC1=CC=CC=C1)NC(=O)NC1=CC=CC=C1 1-{3-[(3-oxetanyl)methoxy]-4-phenoxyphenyl}-3-phenylurea